C[C@H]1[C@H]([C@H]([C@@H]([C@@H](O1)O[C@@H]2[C@H]([C@@H](O[C@@H]([C@H]2O[C@H]3[C@@H]([C@H]([C@H]([C@H](O3)CO)O)O[C@@]4(C[C@@H]([C@H]([C@@H](O4)[C@@H]([C@@H](CO)O)O)NC(=O)C)O)C(=O)O)O)CO)O[C@H]5[C@H]([C@@H]([C@H](O[C@@H]5O)CO)O)O)NC(=O)C)O)O)O The molecule is a branched amino pentasaccharide comprising a linear tetrasaccharide chain of alpha-N-acetylneuramine, beta-D-galactose, N-acetyl-beta-D-glucosamine and alpha-D-mannose residues linked sequentially (2->3), (1->4) and (1->2), to the N-acetyl-beta-D-glucosamine residue of which is also linked (1->3) an alpha-L-fucose residue. It is an amino pentasaccharide and a glucosamine oligosaccharide.